ClC1=C(C=CC=C1)C(=O)N1CCC(CC1)=C (2-chlorophenyl)(4-methylenepiperidin-1-yl)methanone